methylquinoline-3-carboxylate COC(=O)C=1C=NC2=CC=CC=C2C1